Diethyl ((benzyloxy)carbonyl)-L-valyl-D-glutamate C(C1=CC=CC=C1)OC(=O)N[C@@H](C(C)C)C(=O)N[C@H](CCC(=O)OCC)C(=O)OCC